CC1(C(N(C1)CCCNC1=NC(=NC=C1C(F)(F)F)NC=1C(=NN(C1)C1CCN(CC1)C)C)=O)C 3,3-dimethyl-1-(3-((2-((3-methyl-1-(1-methylpiperidin-4-yl)-1H-pyrazol-4-yl)amino)-5-(trifluoromethyl)pyrimidin-4-yl)amino)propyl)azetidin-2-one